C1(CCCC1)C(=O)N1CCN(CC1)C1=C(C=CC=C1)N(S(=O)(=O)C=1C=CC2=C(C=C(O2)C(=O)OCC)C1)CCC1=CC=CC=C1 ethyl 5-(N-(2-(4-(cyclopentanecarbonyl) piperazin-1-yl) phenyl)-N-phenethylsulfamoyl)-benzofuran-2-carboxylate